N-[(3R)-1-methylpiperidin-3-yl]-1-[2-(1-methyl-1H-pyrazol-3-yl)-4-(trifluoromethyl)phenyl]pyrido[3,4-d]pyridazin-4-amine CN1C[C@@H](CCC1)NC=1N=NC(=C2C1C=NC=C2)C2=C(C=C(C=C2)C(F)(F)F)C2=NN(C=C2)C